CC1(OC2=C(CNC1)C=CN=C2)C 2,2-dimethyl-2,3,4,5-tetrahydropyrido[4,3-f][1,4]oxazepine